FC=1C=C(C=CC1)C#CC=1C=C2CCC(C2=CC1)N1[C@@H](CCCC1)C(=O)OC methyl (2S)-1-(5-((3-fluoro-phenyl)ethynyl)-2,3-dihydro-1H-inden-1-yl)piperidine-2-carboxylate